6-[(5-bromopyridin-2-yl)amino]-4-{[3-(5-fluoropyrimidin-2-yl)-2-methoxyphenyl]amino}-N-methylpyridine-3-carboxamide BrC=1C=CC(=NC1)NC1=CC(=C(C=N1)C(=O)NC)NC1=C(C(=CC=C1)C1=NC=C(C=N1)F)OC